C(C1=CC=CC=C1)C=1C=NN(C1)C(=O)N[C@@H]1C(N(C2=C(OC1)C=CC(=C2)C#CC=2C=NC=CC2)C)=O (S)-4-benzyl-N-(5-methyl-4-oxo-7-(pyridin-3-ylethynyl)-2,3,4,5-tetrahydrobenzo[b][1,4]oxazepin-3-yl)-1H-pyrazole-1-carboxamide